2-(3-fluorobenzyl)succinic acid FC=1C=C(CC(C(=O)O)CC(=O)O)C=CC1